[2H]C=1C(=CC(=NC1)C(=O)N)NC(=O)[C@H]1O[C@@]([C@H]([C@H]1C1=C(C(=C(C=C1)F)F)OC)C)(C(F)(F)F)C 5-Deuterio-4-[[(2S,3S,4S,5S)-3-(3,4-difluoro-2-methoxyphenyl)-4,5-dimethyl-5-(trifluoromethyl)tetrahydrofuran-2-carbonyl]amino]pyridin-2-carboxamid